The molecule is a member of the class of bromobenzenes that is bromobenzene carrying a fluoro atom at position 4. It is a member of bromobenzenes and a member of monofluorobenzenes. C1=CC(=CC=C1F)Br